[1,1'-biphenyl]-4-ol C1(=CC=C(C=C1)O)C1=CC=CC=C1